(R)-3-methyl-4-(6-(1-(methylsulfonyl)piperidin-4-yl)-2-(1H-pyrrolo[2,3-b]pyridin-4-yl)pyrimidin-4-yl)morpholine C[C@H]1N(CCOC1)C1=NC(=NC(=C1)C1CCN(CC1)S(=O)(=O)C)C1=C2C(=NC=C1)NC=C2